N'-hydroxymethylpseudouridine OCN1C(NC=C([C@H]2[C@H](O)[C@H](O)[C@@H](CO)O2)C1=O)=O